tert-butyl 1-benzyl-3-(3-chlorophenyl)azetidine-3-carboxylate C(C1=CC=CC=C1)N1CC(C1)(C(=O)OC(C)(C)C)C1=CC(=CC=C1)Cl